BrC=1C=C2C(=CC=NC2=C2C1C(N(C2=O)CC2=CC=C(C=C2)OC)C2=C(C=CC(=C2)F)Cl)Cl 6-Bromo-4-chloro-7-(2-chloro-5-fluorophenyl)-8-(4-methoxybenzyl)-7,8-dihydro-9H-pyrrolo[3,4-H]quinolin-9-one